O[C@H]1[C@@H](O)[C@@H](O)[C@@H](O)CO1 α-L-ribopyranose